4-(2-chlorophenyl)-1-methyl-pyrrole-3-carbonitrile ClC1=C(C=CC=C1)C=1C(=CN(C1)C)C#N